methylimidazole-1-carboxylate COC(=O)N1C=NC=C1